ClC1=NC(=C2C(=N1)N(N=C2)[C@H]2[C@@H]([C@@H]([C@H](O2)COCP(O)(O)=O)O)O)N2CCCC2 ((((2R,3S,4R,5R)-5-(6-chloro-4-(pyrrolidin-1-yl)-1H-pyrazolo[3,4-d]pyrimidin-1-yl)-3,4-dihydroxytetrahydrofuran-2-yl)methoxy)methyl)phosphonic acid